1,3-Bis(1-isocyanato-1-methyl-ethyl)benzene N(=C=O)C(C)(C)C1=CC(=CC=C1)C(C)(N=C=O)C